(Z)-2-fluoro-5-(N'-hydroxycarbamimidoyl)-3-methoxybenzoic acid methyl ester COC(C1=C(C(=CC(=C1)/C(/N)=N/O)OC)F)=O